sodium butanone CC(CC)=O.[Na]